2,5-dihydroxyl-1,4-benzenedicarboxaldehyde OC1=C(C=C(C(=C1)C=O)O)C=O